C1(CCC1)OC([O-])=O cyclobutylcarbonate